CC1=C(C(=C(C(=C1C1CC(CC(C1)=O)=O)C)C)C)C 5-(pentamethylphenyl)-1,3-cyclohexanedione